bis-(tricyclohexylphosphine) palladium dichloride [Pd](Cl)Cl.C1(CCCCC1)P(C1CCCCC1)C1CCCCC1.C1(CCCCC1)P(C1CCCCC1)C1CCCCC1